zinc zinc (II) isononanoate C(CCCCCC(C)C)(=O)[O-].[Zn+2].[Zn+2].C(CCCCCC(C)C)(=O)[O-].C(CCCCCC(C)C)(=O)[O-].C(CCCCCC(C)C)(=O)[O-]